(1S,2S)-2-methylcyclopropan-1-amine, hydrochloride Cl.C[C@@H]1[C@H](C1)N